[Si](C1=CC=CC=C1)(C1=CC=CC=C1)(C(C)(C)C)OC[C@H]1N(C(C[C@H]1OC1OCCCC1)=O)C(=O)OC(C)(C)C tert-butyl (2R,3R)-2-[[tert-butyl (diphenyl)silyl]oxymethyl]-5-oxo-3-tetrahydropyran-2-yloxy-pyrrolidine-1-carboxylate